4-chloro-7-methyl-pyrrolo[2,3-d]pyrimidine ClC=1C2=C(N=CN1)N(C=C2)C